ClC1=C(C=CC=C1)CC(=O)NC1=CC(=C(C=C1)C=1C(=NN(C1)C)C(F)(F)F)S(N=CN(C)C)(=O)=O 2-(2-chlorophenyl)-N-(3-{[(dimethylamino)methylene]sulfamoyl}-4-[1-methyl-3-(trifluoromethyl)-1H-pyrazol-4-yl]phenyl)acetamide